ClC1=NC=CC=C1S(=O)(=O)NCC(CC)=C 2-chloro-N-(2-methylenebutyl)pyridine-3-sulfonamide